tert-butyl 4-fluoro-4-((4-(1-(5-methoxy-2-(1-methyl-1H-pyrazol-4-yl)-4-nitrophenyl)piperidin-4-yl)piperazin-1-yl)methyl)piperidine-1-carboxylate FC1(CCN(CC1)C(=O)OC(C)(C)C)CN1CCN(CC1)C1CCN(CC1)C1=C(C=C(C(=C1)OC)[N+](=O)[O-])C=1C=NN(C1)C